(E)-tert-butyl (3-fluoro-2-(((1-oxoisoindolin-5-yl)oxy)methyl)allyl)carbamate F/C=C(\CNC(OC(C)(C)C)=O)/COC=1C=C2CNC(C2=CC1)=O